CC1=CC=C(C=N1)NC(C)=O N-(6-methyl-pyridin-3-yl)-acetamide